C1(CC1)[C@H](CP(OCC)(=O)C)C1=CC(=CC=C1)OCC1CCC(CC1)C1=C(C=CC(=C1)OC)C(F)F ethyl ((S)-2-cyclopropyl-2-(3-(((1r,4S)-4-(2-(difluoromethyl)-5-methoxyphenyl)cyclohexyl)methoxy)phenyl)ethyl)(methyl)phosphinate